C(#N)C1=CC=C(C=C1)C1=CC=C(OCCCCCCOC(=O)C=2C=C(C=CC2OC(=O)C2=CC3=CC=C(C=C3C=C2)OCCCCCCOCC=C)OC(=O)C2=CC3=CC=C(C=C3C=C2)OCCCCCCOCC=C)C=C1 6-(6-prop-2-enyloxyhexyloxy)naphthalene-2-carboxylic acid [3-[6-[4-(4-cyanophenyl) phenoxy] hexyloxycarbonyl]-4-[6-(6-prop-2-enyloxy hexyloxy) naphthalene-2-carbonyl] oxy-phenyl] ester